CC(CC)C1=CC=C(C=CCCC(C)C2=C(C(=O)O)C=CC(=C2)CC)C=C1 [4-(2-butyl)benzylidene-2-pentyl]4-ethylbenzoic acid